6-chloro-7-(2-hydroxyethoxy)-1-methyl-4-(6-((1-(trifluoromethyl)cyclopropyl)ethynyl)-2,3-dihydrobenzo[e][1,4]oxazepin-1(5H)-yl)quinazolin-2(1H)-one ClC=1C=C2C(=NC(N(C2=CC1OCCO)C)=O)N1CCOCC2=C1C=CC=C2C#CC2(CC2)C(F)(F)F